(4R)-4-AMINO-4-[2-(DIMETHYLAMINO)PHENYL]BUTANOIC ACID N[C@H](CCC(=O)O)C1=C(C=CC=C1)N(C)C